3-(3-cyano-4-fluorophenyl)-(1S)-(8-fluoro-3R-oxido-6-oxo-1,4,5,6-tetrahydro-2H-thiopyrano[3,4-c]isoquinolin-1-yl)-1-methylurea C(#N)C=1C=C(C=CC1F)NC(N(C)[C@@H]1C[S@](CC=2NC(C=3C=C(C=CC3C21)F)=O)=O)=O